2-[[3-[(2,1,3-Benzothiadiazol-4-ylsulfonyl)amino]-2-thienyl]carbonyl]-L-arginine trifluoroacetate FC(C(=O)O)(F)F.N=1SN=C2C1C=CC=C2S(=O)(=O)NC2=C(SC=C2)C(=O)[C@](N)(CCCNC(N)=N)C(=O)O